ClC1=CC=2N(C(=C1)N1C[C@H]3CN(C([C@H]3C1)(C)C)S(=O)(=O)C)C=NC2 |r| racemic-7-chloro-5-((3ar,6as)-4,4-dimethyl-5-(methylsulfonyl)hexahydropyrrolo[3,4-c]pyrrol-2(1H)-yl)imidazo[1,5-a]pyridine